1-(N-(O-acetyl-N-(N-(2,4-dimethyloctanoyl)-N-methylleucyl)threonyl)-N-methylvalyl)-4-hydroxypyrrolidine-2-carboxylic acid C(C)(=O)O[C@@H]([C@H](NC([C@@H](N(C)C(C(CC(CCCC)C)C)=O)CC(C)C)=O)C(=O)N([C@@H](C(C)C)C(=O)N1C(CC(C1)O)C(=O)O)C)C